C(C)(=O)O[C@H]1[C@H](N(C[C@@H]1OC(=O)OC(C)(C)C)C(=O)OC(C)(C)C)CC1=CC=C(C=C1)C1=CC=NS1 tert-butyl (2R,3S,4S)-3-(acetyloxy)-4-[(tert-butoxycarbonyl)oxy]-2-{[4-(1,2-thiazol-5-yl)phenyl]methyl}pyrrolidine-1-carboxylate